C(C)(C)(C)OC(=O)N1C(OC[C@@H]1C(C)(C)S(=O)(=O)CC(=O)OC(C)(C)C)(C)C (R)-4-(2-((2-(tert-butoxy)-2-oxoethyl)sulfonyl)propan-2-yl)-2,2-dimethyl-Oxazolidine-3-carboxylic acid tert-butyl ester